(1-methylcyclopentyl)-benzamide CC1(CCCC1)C1=C(C(=O)N)C=CC=C1